S-(3-((chlorocarbonyl)oxy)-2-methylbutan-2-yl) methanesulfonothioate CS(=O)(SC(C)(C(C)OC(=O)Cl)C)=O